5-[2-(4-hydroxy-1-piperidyl)pyrimidin-5-yl]-1H-pyrrolo[2,3-b]pyridine OC1CCN(CC1)C1=NC=C(C=N1)C=1C=C2C(=NC1)NC=C2